6-(1-butoxyvinyl)pyrazin-2-amine C(CCC)OC(=C)C1=CN=CC(=N1)N